(Z)-2-(4-chloro-2-fluorophenyl)-3-(3-chlorophenyl)acrylonitrile ClC1=CC(=C(C=C1)/C(/C#N)=C/C1=CC(=CC=C1)Cl)F